formyl-6-aminopyrimidine C(=O)C1=NC(=CC=N1)N